2,2-bis(2-phenylethyl)-1,3-dimethoxypropane C1(=CC=CC=C1)CCC(COC)(COC)CCC1=CC=CC=C1